C(C1=CC=CC=C1)C1(C)CC=C(C=C1)CC1=CC=CC=C1 p-dibenzyl-toluene